7-Bromo-6-chloro-1-(2-isopropylphenyl)-8-methylquinazoline-2,4(1H,3H)-dione BrC1=C(C=C2C(NC(N(C2=C1C)C1=C(C=CC=C1)C(C)C)=O)=O)Cl